OC=1C(C(=CC2=CC([C@H]3C(CCC[C@@]3(C12)C)(C)C)=O)C(C)C)=O (4bS,8aS)-4b,5,6,7,8,8a-hexahydro-4-hydroxy-2-isopropyl-4b,8,8-trimethylphenanthrene-3,9-dione